C(#N)C1=NC(=CC(=C1)S(=O)(=O)Cl)C#N 2,6-dicyano-pyridine-4-sulfonyl chloride